ClC=1C=C(C=CC1)C=1C(=CC=CC1N1CC(C1)OC1=CC=C(C=C1)CO)C(=O)OC Methyl 3'-chloro-6-(3-(4-(hydroxymethyl)phenoxy)azetidin-1-yl)-[1,1'-biphenyl]-2-formate